(2S,3S,4R,5R)-N-ethyl-3,4-dihydroxyl-5-(2-(6-methoxypyridin-3-yl)-6-(methylamino)-9H-purin-9-yl)tetrahydrofuran-2-carboxamide C(C)NC(=O)[C@H]1O[C@H]([C@@H]([C@@H]1O)O)N1C2=NC(=NC(=C2N=C1)NC)C=1C=NC(=CC1)OC